CNC(C1=C(C=CC=C1)SC=1C=C2C(=NC1)C(=NN2)\C=C\C2=NC=CC=C2)=O N-methyl-2-({3-[(E)-2-(pyridin-2-yl)vinyl]-1H-pyrazolo[4,3-b]pyridin-6-yl}thio)benzamide